4-amino-1-((2R,3S,4R,5R)-5-(bromomethyl)-3-fluoro-4-hydroxy-5-(hydroxymethyl)-tetrahydrofuran-2-yl)-5-fluoropyrimidin-2(1H)-one NC1=NC(N(C=C1F)[C@@H]1O[C@@]([C@H]([C@@H]1F)O)(CO)CBr)=O